(R)-3-(9-Bromo-5,6-dihydrobenzo[f]imidazo[1,2-d][1,4]oxazepin-2-yl)-4-methyloxazolidin-2-one BrC1=CC2=C(C=3N(CCO2)C=C(N3)N3C(OC[C@H]3C)=O)C=C1